methyl 4-(dibromomethyl)-6-methoxy-pyridine-3-carboxylate BrC(C1=C(C=NC(=C1)OC)C(=O)OC)Br